C(CCCCCCCCC(=O)[O-])(=O)OCCCCCCCCCCCCCCCCCCCC eicosanyl sebacate